C1(=CC=CC=C1)[C@@H]1NC(OC1(C)C)=O (S)-4-phenyl-5,5-dimethyloxazolidinone